[N+](=O)([O-])C=1C=C2C(N(C=NC2=CC1)C1=NC=CC=C1)=O 6-nitro-3-(pyridin-2-yl)quinazolin-4(3H)-one